2-(pyridin-3-ylmethyl)-N4-tetrahydropyran-4-yl-1,3,5-triazine-2,4-diamine N1=CC(=CC=C1)CC1(NC=NC(=N1)NC1CCOCC1)N